O=C1C(=NC(N=C1)=O)[N+](=O)[O-] oxo-4-nitropyrimidinone